3-(methylsulfonyl)benzenesulfonamide CS(=O)(=O)C=1C=C(C=CC1)S(=O)(=O)N